1-bromo-8-(bromomethyl)naphthalene BrC1=CC=CC2=CC=CC(=C12)CBr